FC=1C(=CC2=C(C(N3[C@@H](CO2)C[C@@H](C3)O)=O)C1OCCCCC)C (2S,11aR)-7-Fluoro-2-hydroxy-8-methyl-6-(pentyloxy)-2,3,11,11a-tetrahydro-1H,5H-benzo[f]pyrrolo[2,1-c][1,4]oxazepin-5-one